3-(4-((4-aminobutyl)(pent-3-yn-1-yl)amino)-1-oxoisoindolin-2-yl)piperidine-2,6-dione NCCCCN(C1=C2CN(C(C2=CC=C1)=O)C1C(NC(CC1)=O)=O)CCC#CC